FC1=C(C=C(C=C1F)F)C#CC1=NNC2=C1C=1N(C(=N2)N2CCC3([C@@H]([C@@H](OC3)C)N)CC2)C=CN1 (3S,4S)-8-(9-((2,3,5-trifluorophenyl)ethynyl)-7H-imidazo[1,2-c]pyrazolo[4,3-e]pyrimidin-5-yl)-3-methyl-2-oxa-8-azaspiro[4.5]decan-4-amine